C1=C(OC(=C1)C=O)C=O The molecule is a member of the class of furans carrying two formyl substituents at positions 2 and 5. It is a member of furans, an arenecarbaldehyde and a dialdehyde.